(R)-N-(6-(1H-pyrazol-4-yl)isoquinolin-1-yl)-4-(2-methyl-2H-tetrazol-5-yl)-N-(piperidin-3-yl)benzamide N1N=CC(=C1)C=1C=C2C=CN=C(C2=CC1)N(C(C1=CC=C(C=C1)C=1N=NN(N1)C)=O)[C@H]1CNCCC1